pyrazol-4-ylmethyl-1H-imidazol-5-yl-1H-pyrrolo[2,3-b]pyridine N1N=CC(=C1)CC1=CC=2C(=NC=CC2)N1C1=CN=CN1